4-[1-(4-{5-[5-Fluoro-6-(2-methoxyethoxy)-1H-indazol-3-yl]-1,2-oxazol-3-yl}benzoyl)azetidin-3-yl]-1lambda6-thiomorpholin-1,1-dion FC=1C=C2C(=NNC2=CC1OCCOC)C1=CC(=NO1)C1=CC=C(C(=O)N2CC(C2)N2CCS(CC2)(=O)=O)C=C1